FC(C=1C=C(C=C(C1)C(F)(F)F)C=1OC=2N=C3N(C(C2N1)=O)CCCC3)(F)F 2-(3,5-bis(trifluoromethyl)phenyl)-5,6,7,8-tetrahydro-10H-oxazolo[5,4-d]pyrido[1,2-a]pyrimidin-10-one